3-(5-(4-methoxy-1-(((1r,4r)-4-methoxycyclohexyl)methyl)piperidin-4-yl)-1-oxoisoindolin-2-yl)piperidine-2,6-dione COC1(CCN(CC1)CC1CCC(CC1)OC)C=1C=C2CN(C(C2=CC1)=O)C1C(NC(CC1)=O)=O